(R)-2-[4-chloro-5-fluoro-2-(5-isoxazolyl)phenoxy]-3-fluoropropionic acid ClC1=CC(=C(O[C@H](C(=O)O)CF)C=C1F)C1=CC=NO1